C(CCCCCCC#C)C1=CC=C(C=C1)O 4-(non-8-yn-1-yl)phenol